5-(5-(difluoromethyl)-1,3,4-oxadiazol-2-yl)thiazol FC(C1=NN=C(O1)C1=CN=CS1)F